(Z)-2-(5-(4-hydroxybenzylidene)-4-oxo-2-thioxothiazolidin-3-yl)acetic acid OC1=CC=C(\C=C/2\C(N(C(S2)=S)CC(=O)O)=O)C=C1